CN1C=NC2=C1C=CC=C2 (N-methyl)benzimidazole